(2S,4S)-1-[4-({8-[(2R,3S)-3-(methanesulfonylmeth-yl)-2-methylazetidin-1-yl]-5-(propan-2-yl)isoquinolin-3-yl}amino)pyrimidin-2-yl]-2-methylpiperidin-4-ol CS(=O)(=O)C[C@@H]1[C@H](N(C1)C=1C=CC(=C2C=C(N=CC12)NC1=NC(=NC=C1)N1[C@H](C[C@H](CC1)O)C)C(C)C)C